C(C)(C)(C)OC(=O)N1[C@H](C[C@H](C1)O)C1=CC(=C(C=C1)Br)F.CC1=CN=C(S1)NC(CC1=CC=C(C=C1)NC(=O)C1=CN=CO1)=O N-(4-(2-((5-methylthiazol-2-yl)amino)-2-oxoethyl)phenyl)oxazole-5-carboxamide tert-butyl-(cis)-2-(4-bromo-3-fluorophenyl)-4-hydroxypyrrolidine-1-carboxylate